Ethyl-2H-[1,4'-bipyridyl]-2-one C(C)C=1C(N(C=CC1)C1=CC=NC=C1)=O